(S)-N-(3-Chloro-4-fluorophenyl)-N-methylisothiazolidine-3-carboxamide 1,1-dioxide ClC=1C=C(C=CC1F)N(C(=O)[C@H]1NS(CC1)(=O)=O)C